FC=1C=C(C=CC1N1CC2(C1)CNC2)N2C(O[C@@H](C2)CNC(C)=O)=O (R)-N-((3-(3-fluoro-4-(2,6-diazaspiro[3.3]hept-2-yl)phenyl)-2-oxo-oxazolidin-5-yl)methyl)acetamide